C(C)(C)(C)O[C] (tertbutoxy)carbon